(S)-quinuclidin-3-yl (6-(3-chlorophenyl)-2,2-dimethyl-2,3-dihydrobenzofuran-3-yl)carbamat ClC=1C=C(C=CC1)C1=CC2=C(C(C(O2)(C)C)NC(O[C@@H]2CN3CCC2CC3)=O)C=C1